C(#N)C=1C=C(C=NC1)C=1C=NC(=NC1)CC(C(=O)N)(C)C=1N=C(SC1)NS(=O)(=O)C1CC1 (5-(5-cyanopyridin-3-yl)pyrimidin-2-yl)-2-(2-(cyclopropanesulfonylamino)thiazol-4-yl)-2-methylpropanamide